8-[(5S)-5-aminocyclohex-1-yl]-7-fluoro-1,2,3,4-tetrahydrocyclopenta[b]indole-5-carboxamide N[C@H]1CCCC(C1)C1=C2C3=C(NC2=C(C=C1F)C(=O)N)CCC3